C(C)(C)(C)OC(=O)N[C@@H](C(=O)O)CC (R)-2-((tert-butoxycarbonyl)amino)butanoic acid